C(C)(=O)NC=1C=C(C(=C(C1)C=CC(C(=O)O)C)C)F 4-(5-acetamido-3-fluoro-2-methylphenyl)-2-methylbut-3-enoic acid